methyl (2R,4R)-4-fluoro-2-(3-iodopropyl)pyrrolidine-2-carboxylate F[C@@H]1C[C@@](NC1)(C(=O)OC)CCCI